4-(methyl-d3)-2-phenylpyridine-5-d C(C1=CC(=NC=C1[2H])C1=CC=CC=C1)([2H])([2H])[2H]